N1=CC=C(C=C1)C1CC2(C1)CCN(CC2)C(=O)OC(C)(C)C tert-butyl 2-(pyridin-4-yl)-7-azaspiro[3.5]nonane-7-carboxylate